O=CC=1C=C(C=CC1)S(=O)(=O)F 3-(oxo-methyl)benzenesulfonyl fluoride